5-bromo-2-methyl-2,7-naphthyridin-1-one BrC1=C2C=CN(C(C2=CN=C1)=O)C